C(C)OCOC1=C(C(=CC(=C1)C)C)B(O)O (2-(ethoxymethoxy)-4,6-dimethylphenyl)boronic acid